5-methyl-2-(2-(1-oxo-5-phenoxyisoindolin-2-yl)acetyl)-2-azabicyclo[3.1.0]hexane-3-carboxamide CC12CC(N(C2C1)C(CN1C(C2=CC=C(C=C2C1)OC1=CC=CC=C1)=O)=O)C(=O)N